Cl[Si](CCCCCCCCCCCCCCCCCC)(Cl)Cl Trichloro(octadecyl)silan